5-Chloro-6-[4-(2,2,2-trifluoroethyl)piperazin-1-yl]pyridine-3-carboxylic acid ClC=1C=C(C=NC1N1CCN(CC1)CC(F)(F)F)C(=O)O